FC=1C(=C(C=CC1)NC1=C(NC2=C1C(NCC2)=O)C2=C(C=NC=C2)C#C[C@]2(COCC2)NC(C=C)=O)OC |o1:26| rel-N-[(3R)-3-[2-(4-{3-[(3-fluoro-2-methoxyphenyl)amino]-4-oxo-1H,5H,6H,7H-pyrrolo[3,2-c]pyridin-2-yl}pyridin-3-yl)ethynyl]oxolan-3-yl]prop-2-enamide